BrC=1C=C(C=C(C1)CO)B(O)O [3-bromo-5-(hydroxymethyl)phenyl]boronic acid